O1C(=CC=C1)NC(C)C=CC1=C(C=CC=C1)OC N-(furan-2-yl)-4-(2-methoxyphenyl)but-3-en-2-amine